BrC1=CC=C2COC(C2=C1)C(F)(F)F 6-bromo-1-trifluoromethyl-1,3-dihydroisobenzofuran